(R)-2-(4-(cyclopropylmethyl)-2-methylpiperazin-1-yl)-5-(7,8-dimethyl-[1,2,4]triazolo[1,5-a]pyridin-6-yl)-6-isopropyl-4H-pyrrolo[3,2-d]thiazole C1(CC1)CN1C[C@H](N(CC1)C=1SC2=C(N1)C(=C(N2)C=2C(=C(C=1N(C2)N=CN1)C)C)C(C)C)C